C(OCCCCCCCC)(OCCCCCCCC)=O Di-n-Octyl carbonate